(3R,4R)-4-fluoropyrrolidine F[C@@H]1CCNC1